Tert-butyl 4-(4-(2-(dimethylcarbamoyl)-7-fluoro-6-(1-isobutyryl-1,2,5,6-tetrahydropyridin-3-yl)-1H-indol-4-yl)-3-(trifluoromethoxy)phenyl)piperazine-1-carboxylate CN(C(=O)C=1NC2=C(C(=CC(=C2C1)C1=C(C=C(C=C1)N1CCN(CC1)C(=O)OC(C)(C)C)OC(F)(F)F)C=1CN(CCC1)C(C(C)C)=O)F)C